C(N)(=O)C=1N=C(OC1)C1=C(OC=2C1=NC(=CC2NCC=2OC=CC2)Cl)C[C@H](C)NC(OC(C)(C)C)=O tert-butyl N-[(2S)-1-[3-(4-carbamoyl-1,3-oxazol-2-yl)-5-chloro-7-[(furan-2-ylmethyl) amino]furo[3,2-b]pyridin-2-yl]propan-2-yl]carbamate